C(C1=CC=CC=C1)N1C(SC=C1C1CC1)=N 3-benzyl-4-cyclopropylthiazole-2(3H)-imine